4-(difluoromethyl)-3-(methylsulfonyl)benzoic acid FC(C1=C(C=C(C(=O)O)C=C1)S(=O)(=O)C)F